2-Aminoacetophenone NCC(=O)C1=CC=CC=C1